5-(DIMETHYLAMINO)-3-METHYLPYRIDIN-2-YLBORONIC ACID HYDROCHLORIDE Cl.CN(C=1C=C(C(=NC1)B(O)O)C)C